N(C(=O)N)C(C(=O)[O-])O Ureidoglycolate